CC(C)(C1=CC=C2CCCN3C2=C1CCC3)C3=CC=C1CCCN2C1=C3CCC2 8,8'-(Propane-2,2-diyl)bis(2,3,6,7-tetrahydro-1H,5H-pyrido[3,2,1-ij]quinoline)